O[C@H](COC=1C=C(C=CC1)S(=O)(=O)NC)CNC1COC2(C1)CCN(CC2)S(=O)(=O)C2=CC(=CC=C2)C=2C=NC=CC2 3-((2S)-2-hydroxy-3-(8-(3-(pyridin-3-yl)phenylsulfonyl)-1-oxa-8-azaspiro[4.5]dec-3-ylamino)propoxy)-N-methylbenzenesulfonamide